OC1=C(C(=CC(=C1)OC)OC)C=1C(=CC=CC1C)C#N (R)-2'-hydroxy-4',6'-dimethoxy-6-methyl-[1,1'-biphenyl]-2-carbonitrile